1-(3-bromo-4-fluoro-2-methoxy-5,6,7,9-tetrahydro-8H-pyrrolo[3,2-b:4,5-c']dipyridin-8-yl)-2-methoxyethan-1-one BrC=1C(=C2C(=NC1OC)C=1CN(CCC1N2)C(COC)=O)F